1-(2-Aminoethyl)-6-chloro-N-(6-chloropyridin-3-yl)-9H-carbazol-3-amine NCCC1=CC(=CC=2C3=CC(=CC=C3NC12)Cl)NC=1C=NC(=CC1)Cl